triglycerin propionate C(CC)(=O)O.OCC(O)CO.OCC(O)CO.OCC(O)CO